ClC1=NC=C(C(=C1)C=1C=NC(=CC1C(=O)O)CC)OC 2'-chloro-6-ethyl-5'-methoxy-[3,4'-bipyridine]-4-carboxylic Acid